OC(C)(C)C=1C=C(OC1)S(=O)(=O)[N-]C(=O)[N+]1=CC=C(C=C1)C(C)C ((4-(2-Hydroxypropan-2-yl)furan-2-yl)sulfonyl)(4-isopropylpyridin-1-ium-1-carbonyl)amide